N-(4-(naphthalen-2-ylmethoxy)benzyl)piperidin-4-amine C1=C(C=CC2=CC=CC=C12)COC1=CC=C(CNC2CCNCC2)C=C1